C1(=CC=C(C=C1)[SH2+])C p-tolylsulfonium